4,4'-bis(ethylmethylamino)benzophenone C(C)N(C1=CC=C(C(=O)C2=CC=C(C=C2)N(C)CC)C=C1)C